CC1=C[C@@H]([C@@H](CC1)C(=C)C)C1=C(C=C(C=C1O)CCC1=CC=CC=C1)O 2-((1S,6R)-3-methyl-6-(prop-1-en-2-yl)cyclohex-2-enyl)-5-phenethylbenzene-1,3-diol